2-(6-(4-(5-(4-fluorophenylethyl)-7,7-dimethyl-6,7-dihydro-5H-pyrrolo[2,3-b]pyrazine-2-carbonyl)-3,3-dimethylpiperazin-1-yl)pyridin-3-yl)acetic acid FC1=CC=C(C=C1)CCN1CC(C=2C1=NC=C(N2)C(=O)N2C(CN(CC2)C2=CC=C(C=N2)CC(=O)O)(C)C)(C)C